(3aS,5S,6aR)-2-(4-(benzyloxy)-3,5-difluorophenethyl)-5-(2-fluorophenoxy)hexahydrocyclopenta[c]pyrrol-3a(1H)-ol C(C1=CC=CC=C1)OC1=C(C=C(CCN2C[C@@H]3[C@](C2)(C[C@H](C3)OC3=C(C=CC=C3)F)O)C=C1F)F